1-(2-(1-((5-bromo-1-ethyl-1H-pyrazol-4-yl)methyl)-1H-pyrazol-5-yl)-5-fluoropyridin-3-yl)ethan-1-one BrC1=C(C=NN1CC)CN1N=CC=C1C1=NC=C(C=C1C(C)=O)F